P(=O)(O)(O)O.C1=C(C=CC=C1C)C (2,6-xylene) phosphate